Benzyl 5-aminopentanoate hydrogen chloride Cl.NCCCCC(=O)OCC1=CC=CC=C1